2-[(3-chlorophenyl)methoxy]acetic acid ClC=1C=C(C=CC1)COCC(=O)O